C[C@@H]1C(CCC1)=O (S)-2-methylcyclopentanone